1-(3-bromo-5-fluorophenyl)-3-(3-bromo-5-chlorophenyl)urea BrC=1C=C(C=C(C1)F)NC(=O)NC1=CC(=CC(=C1)Cl)Br